6-(4-amino-3-nitrophenyl)-3-benzylquinazolin-4(3H)-one NC1=C(C=C(C=C1)C=1C=C2C(N(C=NC2=CC1)CC1=CC=CC=C1)=O)[N+](=O)[O-]